N-{[(3S,4R) or (3R,4S)-4-methyl-2-[6-methyl-3-(2H-1,2,3-triazol-2-yl)pyridine-2-carbonyl]-2-azabicyclo[3.1.1]heptan-3-yl]methyl}-1,3-benzothiazol-2-amine C[C@H]1[C@H](N(C2CC1C2)C(=O)C2=NC(=CC=C2N2N=CC=N2)C)CNC=2SC1=C(N2)C=CC=C1 |o1:1,2|